3-((2S)-3-(8-(3-(1,3-dimethyl-1H-pyrazol-4-yl)benzenesulfonyl)-1-oxa-8-azaspiro[4.5]dec-3-ylamino)-2-hydroxypropoxy)-N-methylbenzenesulfonamide CN1N=C(C(=C1)C=1C=C(C=CC1)S(=O)(=O)N1CCC2(CC(CO2)NC[C@@H](COC=2C=C(C=CC2)S(=O)(=O)NC)O)CC1)C